[N+](=O)([O-])N1N=NN=C1C(=O)[O-].[Cu+2].C(CN)N.C(CN)N.[N+](=O)([O-])N1N=NN=C1C(=O)[O-] bis(ethylenediamine) copper (II) nitrotetrazolate